NC(C)(C)C1=CC(=NC(=C1)C1=C(C(=C(C=C1)C(F)(F)F)F)F)OC1[C@@H]2CN(C[C@H]12)C(=O)C1=C(N=C(S1)C1=NC=CC=N1)C ((1R,5S,6s)-6-((4-(2-aminopropan-2-yl)-6-(2,3-difluoro-4-(trifluoromethyl)phenyl)pyridin-2-yl)oxy)-3-azabicyclo[3.1.0]hexan-3-yl)(4-methyl-2-(pyrimidin-2-yl)thiazol-5-yl)methanone